2-[4-[(E)-3-(3-Bromophenyl)prop-2-enoyl]phenoxy]propanoic acid BrC=1C=C(C=CC1)/C=C/C(=O)C1=CC=C(OC(C(=O)O)C)C=C1